CC1(OB(OC1(C)C)C1=CC(=NC=C1)NC(C1=CC=CC=C1)=O)C N-[4-(4,4,5,5-tetramethyl-1,3,2-dioxaborolan-2-yl)-2-pyridinyl]Benzamide